C(#N)N1CC(CC1)C(=O)NC1=NC=C(C=C1)C=1C=C(C=CC1)C 1-cyano-N-(5-(m-tolyl)pyridin-2-yl)pyrrolidine-3-carboxamide